(R)-N-(5-chloro-6-((dimethyl(oxo)λ6-sulfaneylidene)amino)pyridin-3-yl)-2-fluoro-8,8-dimethyl-7,8-dihydro-6H-cyclopenta[e]pyrazolo[1,5-a]pyrimidine-6-carboxamide ClC=1C=C(C=NC1N=S(=O)(C)C)NC(=O)[C@@H]1CC(C2=C1C=NC=1N2N=C(C1)F)(C)C